(S)-6-((4-((2-hydroxy-1-phenylethyl)amino)-5-(1,3,4-oxadiazol-2-yl)pyrimidin-2-yl)amino)-3,4-dihydroisoquinolin-1(2H)-one OC[C@H](C1=CC=CC=C1)NC1=NC(=NC=C1C=1OC=NN1)NC=1C=C2CCNC(C2=CC1)=O